5-methyl-1-ethyl-2-pentyl-3-(2-carboxyethyl)-indole-6-carboxylic acid CC=1C=C2C(=C(N(C2=CC1C(=O)O)CC)CCCCC)CCC(=O)O